7-(3,4-dichlorobenzoyl)-N-[(4-fluoro-3-methoxy-phenyl)methyl]-2-(4-methoxyphenyl)-3-oxo-6,8-dihydro-5H-imidazo[1,5-a]pyrazine-1-carboxamide ClC=1C=C(C(=O)N2CC=3N(CC2)C(N(C3C(=O)NCC3=CC(=C(C=C3)F)OC)C3=CC=C(C=C3)OC)=O)C=CC1Cl